O1COC2=C1C=CC(=C2)C(=O)NN benzo[d][1,3]dioxole-5-carbohydrazide